3-(dodecylamino)propan C(CCCCCCCCCCC)NCCC